(S)-4-chloro-2-(6-(4-cyclopropylphenoxy)pyridin-3-yl)-5-(((3-fluorotetrahydro-2H-pyran-3-yl)methyl)amino)pyridazin-3(2H)-one ClC=1C(N(N=CC1NC[C@@]1(COCCC1)F)C=1C=NC(=CC1)OC1=CC=C(C=C1)C1CC1)=O